C(#N)N1C[C@]2(CC2C1)NC(=O)C1=CC=C(C=C1)C1=C(C=CC=C1)OC1=CC=CC=C1 N-((1R)-3-cyano-3-azabicyclo[3.1.0]hexan-1-yl)-2'-phenoxy-[1,1'-biphenyl]-4-carboxamide